CC1C(CC2=CC=CC=C12)=O 1-methyl-1,3-dihydro-2H-inden-2-one